3-methyl-imidazole bisulfate S(O)(O)(=O)=O.CN1C=NC=C1